ClC=1C=C(C=CC1)N1N=C(C=C1)C=1N=C(C2=C(N1)C=C(S2)CN2CCN(CC2)S(=O)(=O)C)N2CCOCC2 4-(2-(1-(3-Chlorophenyl)-1H-pyrazol-3-yl)-6-((4-(methylsulfonyl)piperazin-1-yl)methyl)thieno[3,2-d]pyrimidin-4-yl)morpholine